Cl.N1CC(C1)OC=1C=CC=2N(C1)C=CN2 6-(azetidin-3-yloxy)imidazo[1,2-a]pyridine hydrochloride